7-fluoro-2-methoxy-4-methyl-6(5H)-phenanthridinone hydrochloride Cl.FC1=C2C(NC=3C(=CC(=CC3C2=CC=C1)OC)C)=O